C(#N)C1=CN=C2N1N=C(C=C2NC2=CC=CC(=N2)NC(C(C)(C)C)=O)N[C@H]2[C@@H](CCCC2)O N-{6-[(3-Cyano-6-{[(1R,2R)-2-hydroxycyclohexyl]amino}imidazo[1,2-b]pyridazin-8-yl)amino]pyridin-2-yl}-2,2-dimethylpropanamid